NC1=C(C=C(C=N1)C=1C=C2N(N1)CCC21CN(C1)C(=O)NCC)O[C@@H](C)C1=CC=CC=C1 2'-{6-amino-5-[(1S)-1-phenylethoxy]pyridin-3-yl}-N-ethyl-5',6'-dihydrospiro[azetidine-3,4'-pyrrolo[1,2-b]pyrazole]-1-carboxamide